2-methoxypropan-1,3-diol COC(CO)CO